5-[2-(4-Methylamino-quinoline-8-sulfonylamino)-phenylethynyl]-pyridine-2-carboxylic acid CNC1=CC=NC2=C(C=CC=C12)S(=O)(=O)NC1=C(C=CC=C1)C#CC=1C=CC(=NC1)C(=O)O